(3R,4R,5S)-acetic acid C(C)(=O)O